ClC1=C(OC2CN(C2)[C@H]2[C@@H](CCCC2)OC=2C=C3CN(C(C3=CC2)=O)C2C(NC(CC2)=O)=O)C=CC=C1 3-(5-(((1R,2R)-2-(3-(2-chlorophenoxy)azetidin-1-yl)cyclohexyl)oxy)-1-oxoisoindolin-2-yl)piperidine-2,6-dione